3,7-dimethyl-decane-2,4,6,8-tetraenal CC(=CC=O)C=CC=C(C=CC)C